C(C1=CC=CC=C1)OC[C@H]([C@@H](C(C1=NC=CC=C1)O[Si](C)(C)C(C)(C)C)N[S@](=O)C(C)(C)C)OC (R)-N-[(2S,3S)-4-(benzyloxy)-1-(tert-butyldimethylsilyloxy)-3-methoxy-1-(pyridin-2-yl)butan-2-yl]-2-methylpropane-2-sulfinamide